O(S(=O)(=O)C(F)(F)F)C=1C=2C(N(C(C1)=O)CC1=CC(=C(C=C1)OC)OC)=CN(N2)C2OCCCC2 4-(3,4-dimethoxybenzyl)-5-oxo-2-(tetrahydro-2H-pyran-2-yl)-4,5-dihydro-2H-pyrazolo[4,3-b]pyridin-7-yl triflate